O[C@@H]1[C@H](O[C@H]([C@@H]1O)N1C2=NC(=NC(=C2N=C1)NC(C)C)C=C)COCP(O)(O)=O [(2R,3S,4R,5R)-3,4-dihydroxy-5-[6-(iso-propylamino)-2-vinyl-purin-9-yl]tetrahydro-furan-2-yl]methoxy-methylphosphonic acid